3-[4-[[5-(2-bromophenyl)tetrazol-2-yl]methyl]phenyl]-5-(trifluoromethyl)-1,2,4-oxadiazole BrC1=C(C=CC=C1)C=1N=NN(N1)CC1=CC=C(C=C1)C1=NOC(=N1)C(F)(F)F